ClC1=NC=C(C(=O)N)C(=C1)NC1=C(C=CC=C1)CO 6-chloro-4-(2-hydroxymethylphenylamino)nicotinamide